6,7,8,9-tetrahydropyrido[3',2':4,5]imidazo[1,2-a]pyrazine-3-carbonitrile N1=CC(=CC=2N=C3N(CCNC3)C21)C#N